3-((2-chloro-5,6,7,8-tetrahydropyrido[4,3-d]pyrimidin-4-yl)oxy)-10-methyl-9,10,11,12-tetrahydro-8H-[1,4]diazepino[5',6':4,5]thieno[3,2-f]quinoxalin-8-one ClC=1N=C(C2=C(N1)CCNC2)OC2=NC=1C=CC3=C(C1N=C2)C2=C(S3)C(NC(CN2)C)=O